C(C)[C@@H]1N(C[C@H](N(C1)C(C)C1=NC=2N(C=C1)N=C(C2)C)CC)C=2C=1C(N(C(C2)=O)C)=CN(N1)CC#N 2-(7-((2S,5R)-2,5-diethyl-4-(1-(2-methylpyrazolo[1,5-a]pyrimidin-5-yl)ethyl)piperazin-1-yl)-4-methyl-5-oxo-4,5-dihydro-2H-pyrazolo[4,3-b]pyridin-2-yl)acetonitrile